2-[(4S)-8-fluoro-2-[4-(3-methoxyphenyl)piperazin-1-yl]-3-[2-methoxy-5-(trifluoromethyl)-phenyl]-4H-quinazolin-4-yl]acetic acid FC=1C=CC=C2[C@@H](N(C(=NC12)N1CCN(CC1)C1=CC(=CC=C1)OC)C1=C(C=CC(=C1)C(F)(F)F)OC)CC(=O)O